7-Chloro-4-(cyclopropylmethyl)-1-((1-methyl-4-nitro-1H-imidazol-5-yl)thio)thieno[2,3-e][1,2,4]triazolo[4,3-a]pyrimidin-5(1H)-one ClC1=CC2=C(C(N(C=3N2C(NN3)SC3=C(N=CN3C)[N+](=O)[O-])CC3CC3)=O)S1